tert-Butyl (2R,4R)-4-((tert-butyldiphenylsilyl)oxy)-2-((5-chloro-3-hydroxy-2-(methoxycarbonyl)phenoxy)methyl)pyrrolidin-1-carboxylate [Si](C1=CC=CC=C1)(C1=CC=CC=C1)(C(C)(C)C)O[C@@H]1C[C@@H](N(C1)C(=O)OC(C)(C)C)COC1=C(C(=CC(=C1)Cl)O)C(=O)OC